FC=1C=C2C(=NC1)NC=C2N2N=C(C=CC2=O)NC2CC(CCC2)C(=O)O 3-((1-(5-fluoro-1H-pyrrolo[2,3-b]pyridin-3-yl)-6-oxo-1,6-dihydropyridazin-3-yl)amino)cyclohexane-1-carboxylic acid